(2S,4S)-6-chloro-N-[(3R,6S)-6-{[(7-chloroimidazo[1,2-a]pyridin-2-yl)methyl]carbamoyl}oxan-3-yl]-4-hydroxy-3,4-dihydro-2H-1-benzopyran-2-carboxamide ClC=1C=CC2=C([C@H](C[C@H](O2)C(=O)N[C@H]2CO[C@@H](CC2)C(NCC=2N=C3N(C=CC(=C3)Cl)C2)=O)O)C1